3-{[(5Z)-13-[18F]fluorotetradeca-5-en-1-yl]sulfanyl}propanoic acid [18F]C(CCCCCC\C=C/CCCCSCCC(=O)O)C